4-(2-(4-(2-acetyl-5-chlorophenyl)-5-methoxy-2-oxopyridin-1(2H)-yl)-3-(2,4-difluorophenyl)propionylamino)benzoic acid C(C)(=O)C1=C(C=C(C=C1)Cl)C1=CC(N(C=C1OC)C(C(=O)NC1=CC=C(C(=O)O)C=C1)CC1=C(C=C(C=C1)F)F)=O